C(C)(C)NC=1S(C2=C(N1)C(=CC=C2)C2=C(C=C(C=C2C)C)C)C(C)C N,1-diisopropyl-4-mesityl-benzothiazol-2-amine